cyclobutyl (E)-3-(4-((N-(3-((E)-3-methoxy-3-oxoprop-1-en-1-yl)phenyl)cyclohexanecarboxamido)methyl)phenyl)acrylate COC(/C=C/C=1C=C(C=CC1)N(C(=O)C1CCCCC1)CC1=CC=C(C=C1)/C=C/C(=O)OC1CCC1)=O